selenium tin [Sn].[Se]